COC1=C(C=CC(=C1)C=1C=NNC1)NC1=NC(=NC=C1)C1=CC=C2C=C(NC2=C1)C(=O)N(C)C 6-(4-((2-methoxy-4-(1H-pyrazol-4-yl)phenyl)amino)pyrimidin-2-yl)-N,N-dimethyl-1H-indole-2-carboxamide